(5-amino-2-bromo-3-methyl-phenyl)methanol NC=1C=C(C(=C(C1)CO)Br)C